FC1=C(CN2[C@@H](CCC2=O)CC(=O)N[C@@H]([C@H](OC)C)C(=O)NCC(=O)O)C=CC=C1F N-(2-((S)-1-(2,3-difluorobenzyl)-5-oxopyrrolidin-2-yl)acetyl)-O-methyl-L-threonylglycine